(3R)-3-{[9-fluoro-2-(3-methoxyphenyl)[1,2,4]triazolo[1,5-c]quinazolin-5-yl]amino}azepan-2-one FC1=CC=2C=3N(C(=NC2C=C1)N[C@H]1C(NCCCC1)=O)N=C(N3)C3=CC(=CC=C3)OC